[F-].[F-].C[NH3+].C[NH3+] methylammonium difluoride